C(C)(C)(C)OC(=O)N1CC=C(CC1)C1=NC=CC(=N1)NCCF 4-(4-(2-fluoroethylamino)pyrimidin-2-yl)-5,6-dihydropyridine-1(2H)-carboxylic acid tert-butyl ester